1-chloro-2-methoxy-9H-thioxanthen-9-one ClC1=C(C=CC=2SC3=CC=CC=C3C(C12)=O)OC